N'-(4-ethylbenzylidene)-4-methylbenzenesulfonohydrazide C(C)C1=CC=C(C=NNS(=O)(=O)C2=CC=C(C=C2)C)C=C1